C(C1=CC=CC=C1)(=O)N1CC2(C(C2C1)C=O)C=1C=C2C=NN(C2=CC1C)C1=CC=C(C=C1)F 3-benzoyl-1-(1-(4-fluorophenyl)-6-methyl-1H-indazol-5-yl)-3-azabicyclo[3.1.0]hexane-6-carbaldehyde